tert-Butyl (R)-(1-(3'-(((5-fluoro-2-hydroxyphenyl)(1H-indol-2-yl)methyl)carbamoyl)-5'-methyl-[1,1'-biphenyl]-4-yl)piperidin-4-yl)carbamate FC=1C=CC(=C(C1)[C@H](C=1NC2=CC=CC=C2C1)NC(=O)C=1C=C(C=C(C1)C)C1=CC=C(C=C1)N1CCC(CC1)NC(OC(C)(C)C)=O)O